C(C)OC(=O)C1=C(NC=2CC(CC(C2C1)=O)(C)C)C 1,4,5,6,7,8-hexahydro-2,7,7-trimethyl-5-oxo-3-quinolinecarboxylic acid ethyl ester